4-bromo-6-fluoro-5-methylbenzo[d]thiazole BrC1=C(C(=CC2=C1N=CS2)F)C